COCCN1N=CC(=C1)C(=O)N[C@@H]1CCC2=CC(=CC=C12)C1=NOC(=N1)C (R)-1-(2-methoxyethyl)-N-(5-(5-methyl-1,2,4-oxadiazol-3-yl)-2,3-dihydro-1H-inden-1-yl)-1H-pyrazole-4-carboxamide